2,3,5,6-tetrafluoro-4'-(trifluoromethoxy)-[1,1'-biphenyl]-4-carboxylic acid methyl ester COC(=O)C1=C(C(=C(C(=C1F)F)C1=CC=C(C=C1)OC(F)(F)F)F)F